BrC1=C(C=C2CCC(C2=C1)O)F 6-bromo-5-fluoro-2,3-dihydro-1H-inden-1-ol